C1(=CC=C(C=C1)C(C=O)C)C(C=O)C 2,2'-(1,4-phenylene)dipropanal